C(#N)C1=CC=2N(N=C1)C(=CC2)C2=CC(=C(C=N2)C2=NN=C(S2)C2CCC(CC2)NC(=O)N2CCOCC2)NC2COC2 N-((1r,4r)-4-(5-(6-(3-cyanopyrrolo[1,2-b]pyridazin-7-yl)-4-(oxetan-3-ylamino)pyridin-3-yl)-1,3,4-thiadiazol-2-yl)cyclohexyl)morpholine-4-carboxamide